4-((2R,3S,4S,5R)-3-(2-(difluoromethoxy)-3,4-difluorophenyl)-4,5-dimethyl-5-(trifluoromethyl)tetrahydrofuran-2-carboxamido)picolinamide FC(OC1=C(C=CC(=C1F)F)[C@H]1[C@@H](O[C@]([C@H]1C)(C(F)(F)F)C)C(=O)NC1=CC(=NC=C1)C(=O)N)F